N1(CCCCC1)C1=NC=C(C=C1)B1OC(C(O1)(C)C)(C)C 2-(piperidin-1-yl)-5-(4,4,5,5-tetramethyl-1,3,2-dioxaborolan-2-yl)pyridine